C(=O)C1(CN(CC1)C(=O)OC(C)(C)C)C([2H])([2H])[2H] tert-butyl 3-formyl-3-(trideuteriomethyl)pyrrolidine-1-carboxylate